COC(=O)C/1(CN(CC\C1=C/F)C)C (E)-4-(fluoromethylene)-1,3-dimethylpiperidine-3-carboxylic acid methyl ester